(R)-5-guanidino-N-(4-hydroxybenzyl)-2-((R)-2-(1-oxoisoindolin-2-yl)-2-phenylacetamido)pentanamide N(C(=N)N)CCC[C@H](C(=O)NCC1=CC=C(C=C1)O)NC([C@@H](C1=CC=CC=C1)N1C(C2=CC=CC=C2C1)=O)=O